ClC=1C(=C(C=CC1)NC1=C(C(=O)NC2=CC=C(C=C2)N2CCN(CC2)C2=CC=CC=C2)C=CC=C1)C 2-((3-chloro-2-methylphenyl)amino)-N-(4-(4-phenylpiperazin-1-yl)phenyl)benzamide